C(C)(C)(C)OC(CCCC(NC1=CC=CC=C1)=O)=O 5-oxo-5-(phenylamino)pentanoic acid tert-butyl ester